4-{[3-(4-chloro-1-{[2-(trimethylsilyl)ethoxy]methyl}-1H-pyrrolo[3,2-c]pyridin-3-yl)phenoxy]methyl}-1-(trifluoromethyl)-1H-pyrazole ClC1=NC=CC2=C1C(=CN2COCC[Si](C)(C)C)C=2C=C(OCC=1C=NN(C1)C(F)(F)F)C=CC2